1-(1,1-Dioxotetrahydrothiophen-3-yl)-3-methyl-5-oxo-N-phenyl-4,5-dihydro-1H-pyrazole-4-carboxamide O=S1(CC(CC1)N1N=C(C(C1=O)C(=O)NC1=CC=CC=C1)C)=O